1-[(6-formyl-2-indolyl)carbonyl]-4-[3-(isopropylamino)-2-pyridyl]piperazine 2-ethylhexyl-(3,5-di-tert-butyl-4-hydroxybenzyl)thioacetate C(C)C(COC(CCC1=CC(=C(C(=C1)C(C)(C)C)O)C(C)(C)C)=S)CCCC.C(=O)C1=CC=C2C=C(NC2=C1)C(=O)N1CCN(CC1)C1=NC=CC=C1NC(C)C